2H-spiro[naphthalene-1,22'-[20]oxa[1,12]diazatetracyclo[14.7.2.03,6.019,24]pentacosa[8,16,18,24]tetraene]-15'-carboxylic acid N12CC3CCC3CC=CCCNCCC(C3=CC=C(OCC4(C1)CC=CC1=CC=CC=C14)C2=C3)C(=O)O